(7-methoxy-9H-pyrido[3,4-b]indol-3-yl)cyclopentanecarboxamide tert-butyl-(1R,3S,5R)-3-(methoxy(methyl)carbamoyl)-2-azabicyclo[3.1.0]hexane-2-carboxylate C(C)(C)(C)OC(=O)N1[C@@H]2C[C@@H]2C[C@H]1C(N(C)OC)=O.COC1=CC=C2C3=C(NC2=C1)C=NC(=C3)C3(CCCC3)C(=O)N